(R)-4-isopropylcyclohex-2-en-1-one C(C)(C)[C@@H]1C=CC(CC1)=O